ClC=1C(=C2C=NNC2=C(C1F)[C@@H]([C@@H](C)OC)OC)C=1N=CC=2N(C1)C=C(N2)NC(=O)[C@H]2[C@H](C2)F (1S,2S)-N-(6-(5-chloro-7-((1S,2R)-1,2-dimethoxypropyl)-6-fluoro-1H-indazol-4-yl)imidazo[1,2-a]pyrazin-2-yl)-2-fluorocyclopropane-1-carboxamide